(2-naphthyl)urea C1=C(C=CC2=CC=CC=C12)NC(=O)N